NCCCN(C(=O)[C@@H]1CC[C@H](CC1)C(F)(F)C1=CC(=NC(=C1)N1CCN(CC1)S(=O)(=O)C1=CC=C(C=C1)N1C(C[C@H](C1)N)=O)Cl)CCCN trans-N,N-bis(3-aminopropyl)-4-[[2-chloro-6-[4-[4-[(4R)-4-amino-2-oxo-pyrrolidin-1-yl]phenyl]sulfonylpiperazin-1-yl]-4-pyridinyl]-difluoro-methyl]cyclohexanecarboxamide